oxocane O1CCCCCCC1